C(C)(C)(C)[C@H](C[C@@H](C[C@@H](C(C)(C)C(=O)O)OC(=O)OCC(Cl)(Cl)Cl)C)OC(=O)C1N(CCC1)C(=O)O Pyrrolidine-1,2-dicarboxylic acid (2S)-2-[(1S,3S,5S)-1-tert-butyl-6-carboxy-5-(2,2,2-trichloroethoxycarbonyloxy)-3,6-dimethylhept-1-yl]ester